C(C=C)(=O)N1C[C@@](CC1)(C1=C(C(=CC=C1F)Cl)Cl)NC=1C(=C2C(N(C=NC2=CC1)C([2H])([2H])[2H])=O)F (R)-6-((1-Acryloyl-3-(2,3-dichloro-6-fluorophenyl)pyrrolidin-3-yl)amino)-5-fluoro-3-(methyl-d3)quinazolin-4(3H)-one